C(C)OC(C(CNC(C1=C(C(=CC(=C1)NC(=O)[C@@H]1C([C@H]1C1=CC(=CC(=C1)Cl)Cl)(Cl)Cl)F)Cl)=O)(F)F)=O Trans-3-(2-chloro-5-(2,2-dichloro-3-(3,5-dichlorophenyl)cyclopropane-1-carboxamido)-3-fluorobenzamido)-2,2-difluoropropionic acid ethyl ester